(1S,3S,5R)-5-((4-aminobutoxy)methyl)-N-((R)-1-(4-carbamimidoylthiophen-2-yl)ethyl)-2-((9,9-difluoro-9H-fluorene-3-carbonyl)glycyl)-2-azabicyclo[3.1.0]hexane-3-carboxamide NCCCCOC[C@@]12C[C@H](N([C@H]2C1)C(CNC(=O)C=1C=CC=2C(C3=CC=CC=C3C2C1)(F)F)=O)C(=O)N[C@H](C)C=1SC=C(C1)C(N)=N